1,3,5,7-tetrasilyl-4-oxo-heptane [SiH3]CCC(C(C(CC[SiH3])[SiH3])=O)[SiH3]